C(C)(C)(C)OC(=O)N1CCN(CC1)C(C)C1=CC=C2CCCOC2=C1 4-(1-(chroman-7-yl)ethyl)piperazine-1-carboxylic acid tert-butyl ester